(R)-(5-bromo-pyridin-3-yl)-(4-isopropyl-phenyl)-(3-methyl-azetidin-3-yl)-methanol BrC=1C=C(C=NC1)[C@](O)(C1(CNC1)C)C1=CC=C(C=C1)C(C)C